bis(cyclopentadienyl)bis[2,6-difluoro-3-(N-benzyl-2,2-dimethylpropanoylamino)phenyl]titanium C1(C=CC=C1)[Ti](C1=C(C(=CC=C1F)N(CC1=CC=CC=C1)C(C(C)(C)C)=O)F)(C1=C(C(=CC=C1F)N(CC1=CC=CC=C1)C(C(C)(C)C)=O)F)C1C=CC=C1